T-butyl-tin C(C)(C)(C)[Sn]